[N+](=O)([O-])C1=C(N(N)N)C=CC=C1 2-nitroanilinediamine